BrC=1C=NC=C(C1)C(OC)OC 3-bromo-5-(dimethoxymethyl)pyridine